6-phenyl-N-[(4-(tert-butyl)phenyl)methyl]-3-pyridin-2-yl-1,2,4-triazin-5-amine C1(=CC=CC=C1)C1=C(N=C(N=N1)C1=NC=CC=C1)NCC1=CC=C(C=C1)C(C)(C)C